N-[1-(hydroxymethyl)cyclobutyl]-2-methyl-5-[(2-methyl-1,3-thiazol-5-yl)methoxy]-2H-indazole-3-carboxamide OCC1(CCC1)NC(=O)C=1N(N=C2C=CC(=CC12)OCC1=CN=C(S1)C)C